C(C1=CC=CC=C1)OC=1C=C2CCNC(C2=CC1OC)\C=C\C1=C(C=C(C(=C1)OCC=1C=CC=2N(C1)C=CN2)OC)C 6-(benzyloxy)-1-[(E)-2-{5-[(imidazo[1,2-a]pyridin-6-yl)methoxy]-4-methoxy-2-methylphenyl}ethenyl]-7-methoxy-1,2,3,4-tetrahydroisoquinoline